ethyl 4-chloro-1,2-dioxo-2,3-dihydro-1H-pyrrolo[2,3-c]quinoline-8-carboxylate ClC1=NC=2C=CC(=CC2C2=C1NC(C2=O)=O)C(=O)OCC